N-(5-(1-cyclopropyl-1H-pyrazol-3-yl)-4-((4-(2-methoxyethoxy)-6-(methylsulfonyl)pyridin-2-yl)amino)pyridin-2-yl)acetamide C1(CC1)N1N=C(C=C1)C=1C(=CC(=NC1)NC(C)=O)NC1=NC(=CC(=C1)OCCOC)S(=O)(=O)C